manganese samarium oxide [O-2].[Sm+3].[Mn+2]